N-[(1S)-1-cyclohexyl-2-[[5-(3,5-dimethyl-1H-pyrazol-4-yl)-2-pyridyl]amino]-2-oxo-ethyl]-2-isopropyl-pyrazole-3-carboxamide C1(CCCCC1)[C@@H](C(=O)NC1=NC=C(C=C1)C=1C(=NNC1C)C)NC(=O)C=1N(N=CC1)C(C)C